N1(C=CC2=CC=CC=C12)C1=NC(=NC=C1C(F)(F)F)N[C@@H]1CNCCC1 4-(1H-indol-1-yl)-N-[(3S)-piperidin-3-yl]-5-(trifluoromethyl)pyrimidin-2-amine